2-(6,7-dihydro-5H-pyrrolo[1,2-c]Imidazol-1-yl)-N-(thiazol-2-yl)acetamide trifluoroacetate FC(C(=O)O)(F)F.C1(=C2N(C=N1)CCC2)CC(=O)NC=2SC=CN2